6-(3-(3-chlorophenyl)-1,2,4-oxadiazol-5-yl)-2-((2-ethylthiazol-5-yl)methyl)pyridazin-3(2H)-one ClC=1C=C(C=CC1)C1=NOC(=N1)C=1C=CC(N(N1)CC1=CN=C(S1)CC)=O